nitroso-dithionic acid N(=O)OS(=O)(=O)S(=O)(=O)O